FC(F)SC1=CC=CC=C1 phenyl (difluoromethyl) sulfide